3-((7-chloro-1-methyl-6-((4-(methylamino)pyrazolo[1,5-a]pyrazin-3-yl)oxy)-1H-imidazo[4,5-b]pyridin-2-yl)amino)-1-(1-methyl-1H-pyrazol-4-yl)-5-(trifluoromethyl)pyridin-2(1H)-one ClC1=C2C(=NC=C1OC=1C=NN3C1C(=NC=C3)NC)N=C(N2C)NC=2C(N(C=C(C2)C(F)(F)F)C=2C=NN(C2)C)=O